lead octanate C(CCCCCCC)(=O)[O-].[Pb+2].C(CCCCCCC)(=O)[O-]